N-(3,4-Dimethylphenyl)-N1-(2-methoxyphenyl)-6-morpholin-4-yl-[1,3,5]triazine-2,4-diamine hydrochloride Cl.CC=1C=C(C=CC1C)NC1N(C(=NC(=N1)N)N1CCOCC1)C1=C(C=CC=C1)OC